isopropyl (4-cyclobutyl-3-(3,3-difluorocyclobutyl)-1-methyl-1H-pyrazol-5-yl)carbamate C1(CCC1)C=1C(=NN(C1NC(OC(C)C)=O)C)C1CC(C1)(F)F